F[B-](F)(F)F.FS(F)=[N+](CC)CC (difluoro-λ4-sulfanylidene)-diethyl-ammonium tetrafluoroborate